C(C)(C)(C)C1=C(C=2CC3=CC(=CC=C3C2C=C1)C(C)(C)C)[Zr]NC12CC3CC(CC(C1)C3)C2 (2,7-di-tert-butyl-fluorenyl)-adamantylamino-zirconium